C(CC(C)CCC=C(C)C)(=O)OC1CCCC1 cyclopentyl citronellate